4-((4-fluorophenyl)carbamoyl)-3-hydroxy-1-(6-(trifluoromethyl)pyridin-3-yl)pyridazin-1-ium tert-butyl-2-(8-hydroxy-[1,2,4]triazolo[1,5-a]pyridin-5-yl)acetate C(C)(C)(C)OC(CC1=CC=C(C=2N1N=CN2)O)=O.FC2=CC=C(C=C2)NC(=O)C2=C(N=[N+](C=C2)C=2C=NC(=CC2)C(F)(F)F)O